C(#N)/C(/C(=O)NC(OCC)=O)=N/NC1=CC(=C(C(=C1)Cl)OC=1C=C2C(=CN(C2=CC1)S(=O)(=O)C1=CC=C(C)C=C1)C(C)C)Cl ethyl (Z)-(2-cyano-2-(2-(3,5-dichloro-4-((3-isopropyl-1-tosyl-1H-indol-5-yl)oxy)phenyl)hydrazineylidene)acetyl)carbamate